Cis-2-(4-{4-cyclopropyl-1-methyl-6-[(1R)-1-methyl-1,2,3,4-tetrahydroisoquinoline-2-carbonyl]-1H-1,3-benzodiazol-2-yl}-3-fluorophenyl)cyclopropane-1-carboxylic acid C1(CC1)C1=CC(=CC=2N(C(=NC21)C2=C(C=C(C=C2)[C@@H]2[C@@H](C2)C(=O)O)F)C)C(=O)N2[C@@H](C1=CC=CC=C1CC2)C